C(=O)(O)CN1CCNCCNCCN(CC1)CC(=O)O 7,10-bis(carboxymethyl)-1,4,7,10-tetraazacyclododecan